2-methyl-1-pentyl-1H-indol-3-yl-(4-methyl-1-naphthyl)methane CC=1N(C2=CC=CC=C2C1CC1=CC=C(C2=CC=CC=C12)C)CCCCC